ClC=1C=C2C(=C(C=NC2=CC1)NC1CCS(CC1)(=O)=O)NC1=C(C(=O)OC)C=CC=C1 methyl 2-[[6-chloro-3-[(1,1-dioxothian-4-yl)amino]-4-quinolyl]amino]benzoate